aluminum di(p-tert-butylbenzoate), sodium salt [Na+].C(C)(C)(C)C1=CC=C(C(=O)[O-])C=C1.C(C)(C)(C)C1=CC=C(C(=O)[O-])C=C1.[Al+3]